C(C)(=O)NC=1C=C(C=CC1O)NC(=O)C1=CC=C(C=C1)C1=CC=CC=C1 N-(3-acetylamino-4-hydroxyphenyl)-[1,1'-biphenyl]-4-carboxamide